(2S)-2-[[(2S,3R)-2-amino-3-tert-butoxy-butanoyl]amino]-3-(1-fluorocyclopropyl)propanoic acid N[C@H](C(=O)N[C@H](C(=O)O)CC1(CC1)F)[C@@H](C)OC(C)(C)C